ClC1=NC(=NC(=C1)C(C)(F)F)SC 4-chloro-6-(1,1-difluoroethyl)-2-(methylthio)pyrimidine